BrC=1OC2=C(C(C1C(F)(F)F)=O)C=CC=C2 bromo-3-trifluoromethyl-4H-benzopyran-4-one